N-(4-chloro-3-(trifluoromethyl)phenyl)-2-(4-(4-nitrophenoxy)phenyl)-2-oxoacetamide ClC1=C(C=C(C=C1)NC(C(=O)C1=CC=C(C=C1)OC1=CC=C(C=C1)[N+](=O)[O-])=O)C(F)(F)F